FC1CCN(CC1)CCCN1C(C2=CC=CC=C2C1=O)=O 2-(3-(4-fluoropiperidin-1-yl)propyl)isoindoline-1,3-dione